C(#N)NC=1C=C(CN2CCC3=C2N=C(N=C3C)NC=3C=NN(C3)CC(=O)N(C)C)C=CC1 2-(4-((7-(3-cyanoaminobenzyl)-4-methyl-6,7-dihydro-5H-pyrrolo[2,3-d]pyrimidin-2-yl)amino)-1H-pyrazol-1-yl)-N,N-dimethylacetamide